C(C)(C)(C)[Si](C)(C)OC1CC(C1)OCC1=CC=C(C=C1)OC tert-butyl-[3-[(4-methoxyphenyl)methoxy]cyclobutoxy]-dimethyl-silane